8-(4-((1R,5S)-3,8-diazabicyclo[3.2.1]octan-3-yl)-8-fluoro-2-(((2R,7aS)-2-fluorotetrahydro-1H-pyrrolizin-7a(5H)-yl)methoxy)quinazolin-7-yl)-1-(methylthio)isoquinolin-6-ol [C@H]12CN(C[C@H](CC1)N2)C2=NC(=NC1=C(C(=CC=C21)C=2C=C(C=C1C=CN=C(C21)SC)O)F)OC[C@]21CCCN1C[C@@H](C2)F